CC1=CC=C(C=C1)S(=O)(=O)N[C@@H]([C@H](N)C1=CC=CC=C1)C1=CC=CC=C1 (1R,2R)-N-(p-methylbenzenesulfonyl)-1,2-diphenylethylenediamine